[Cl-].[Cl-].C[Zr-6](C1C=CC2=C(C=3CCCC3C=C12)C1=CC=CC=C1)(C1C=C(C=C1)CCCC)(=[SiH2])(=[SiH2])(C)(C)C Tetramethyldisilylene(3-n-butyl-cyclopentadienyl)(4-phenyl-1,5,6,7-tetrahydro-s-indacenyl)zirconium(IV) dichloride